(R)-4-(3-(azetidin-1-yl)-3-(3-(trifluoromethyl)phenethyl)piperidin-1-yl)-2-fluoro-N-(pyrimidin-4-yl)benzenesulfonamide N1(CCC1)[C@]1(CN(CCC1)C1=CC(=C(C=C1)S(=O)(=O)NC1=NC=NC=C1)F)CCC1=CC(=CC=C1)C(F)(F)F